N(N)C(=O)C1=CC=C(N=N1)C1CN(CC1)C(=O)OC(C)(C)C 2-methylpropan-2-yl 3-[6-(diazanylcarbonyl)-1,2-diazin-3-yl]tetrahydropyrrole-1-carboxylate